3-fluoro-butene FC(C=C)C